FC(C(C)(O)C=1C=NC=2CCN=CC2C1)(F)F 3-(1,1,1-trifluoro-2-hydroxypropan-2-yl)-7,8-dihydro-1,6-naphthyridin